N1(CCC12COCC2)C(=O)N 6-oxa-1-azaspiro[3.4]octane-1-carboxamide